2-(benzo[d]thiazol-6-ylamino)-7-methyl-9-(tetrahydro-2H-pyran-4-yl)-7,9-dihydro-8H-purine-8-On S1C=NC2=C1C=C(C=C2)NC2=NC=C1N(C(N(C1=N2)C2CCOCC2)=O)C